(15Z,18Z)-N,N-Dimethyltetracosan-15,18-dien-5-amine CN(C(CCCC)CCCCCCCCC\C=C/C\C=C/CCCCC)C